C1(CCC1)CC1=CN(C=2C1=NC=C(C2)N2C(=NN=C2C)C)C2=C(C=C(C(=O)O)C=C2OCC)OCC 4-(3-(cyclobutylmethyl)-6-(3,5-dimethyl-4H-1,2,4-triazol-4-yl)-1H-pyrrolo[3,2-b]pyridin-1-yl)-3,5-diethoxybenzoic acid